BrC=1C(=C(NC1C(F)(F)F)C1=CC=C(C=C1)Cl)C#N 4-bromo-2-(4-chlorophenyl)-5-(trifluoromethyl)-1H-pyrrol-3-carbonitril